NC1=NC(=CC2=CC=CC=C12)C=1C=C2CN(C(C2=CC1)=O)C1CNCCC1 3-[5-(1-aminoisoquinolin-3-yl)-1-oxo-2,3-dihydro-1H-isoindol-2-yl]piperidine